silicon-manganese silicate [Si]([O-])([O-])([O-])[O-].[Mn+2].[Si+4]